CCC(C(C)O[Si](OCC)OCC)OCC1CO1 7-glycidoxypropyltriethoxysilane